C(C)(C)(C)OC(=O)C1=CC=C2CCNC(C2=C1)C=1N(C(=C(C1)C(N(C1=CC=CC=C1)C=1C=NN(C1)C(F)F)=O)C)C [4-[[1-(difluoromethyl)pyrazol-4-yl]-phenyl-carbamoyl]-1,5-dimethyl-pyrrol-2-yl]-1,2,3,4-tetrahydroisoquinoline-7-carboxylic acid tert-butyl ester